5-((7-Chloro-1H-indol-3-yl)methyl)-3-methylimidazolidin-2,4-dion ClC=1C=CC=C2C(=CNC12)CC1C(N(C(N1)=O)C)=O